6-[8-[[2-(aminomethyl)-4,8-difluoro-3,5,6,7-tetrahydrocyclopenta[f]benzimidazol-6-yl]methyl]-2-oxo-1-oxa-3,8-diazaspiro[4.5]decan-3-yl]-4H-pyrazino[2,3-b][1,4]oxazin-3-one NCC=1NC2=C(N1)C(=C1C(=C2F)CC(C1)CN1CCC2(CN(C(O2)=O)C2=NC3=C(OCC(N3)=O)N=C2)CC1)F